ClC=1C=C(OC2CCC(CC2)NC(=O)C=2C(=NC=CN2)C2NCCN(C2)C(=O)N)C=CC1C#N 5-((((1r,4r)-4-(3-chloro-4-cyanophenoxy)cyclohexyl)carbamoyl)pyrazine-2-yl)piperazine-1-amide